2-fluoro-N-{[3-fluoro-4-(propan-2-yl)phenyl](1H-pyrazol-5-yl)methyl}cyclopropane-1-carboxamide FC1C(C1)C(=O)NC(C1=CC=NN1)C1=CC(=C(C=C1)C(C)C)F